(±)-cis-2-((3-(3-(1,3-dioxoisoindolin-2-yl)propanoyl)phenoxy)methyl)cyclohexyl acetate C(C)(=O)O[C@H]1[C@H](CCCC1)COC1=CC(=CC=C1)C(CCN1C(C2=CC=CC=C2C1=O)=O)=O |r|